5-[(2R)-4-fluoro-6-hydroxy-2-{[(4-hydroxy-3,3-dimethylbutyl)amino]methyl}-2,3-dihydro-1-benzofuran-5-yl]-1λ6,2,5-thiadiazolidine-1,1,3-trione FC1=C(C(=CC2=C1C[C@@H](O2)CNCCC(CO)(C)C)O)N2CC(NS2(=O)=O)=O